4-[5-(3-aminooxan-2-yl)pyridin-2-yl]-3-(2-methyl-6-morpholin-4-ylpyridin-4-yl)oxybenzonitrile NC1C(OCCC1)C=1C=CC(=NC1)C1=C(C=C(C#N)C=C1)OC1=CC(=NC(=C1)N1CCOCC1)C